4-((2R,3R,4S,5R,6R)-4-(4-(3-fluorophenyl)-1H-1,2,3-triazol-1-yl)-3,5-dihydroxy-6-(hydroxymethyl)tetrahydro-2H-pyran-2-carbonyl)-N-(4-hydroxyphenyl)piperazine-1-carboxamide FC=1C=C(C=CC1)C=1N=NN(C1)[C@@H]1[C@H]([C@@H](O[C@@H]([C@@H]1O)CO)C(=O)N1CCN(CC1)C(=O)NC1=CC=C(C=C1)O)O